7-amino-2H-benzo[b][1,4]thiazin-3(4H)-one NC=1C=CC2=C(SCC(N2)=O)C1